1,12-bis(4-hydroxyphenoxy)dodecane OC1=CC=C(OCCCCCCCCCCCCOC2=CC=C(C=C2)O)C=C1